1,6-dihydropyridine-2-Carbohydrazide N1C(=CC=CC1)C(=O)NN